N1[C@H](CC1)C(=O)N1CCN(CC1)C(=O)C=1NC2=CC=C(C(=C2C1)Cl)Cl (R)-azetidin-2-yl(4-(4,5-dichloro-1H-indole-2-carbonyl)piperazin-1-yl)methanone